3-((tert-butyldimethylsilyl) oxy)-1,1-diphenylpropan-2-ylmethanesulfonate [Si](C)(C)(C(C)(C)C)OCC(C(C1=CC=CC=C1)C1=CC=CC=C1)CS(=O)(=O)[O-]